2-(((1R,2S)-2-aminocyclohexyl)amino)-4-(m-tolylamino)pyrimidine N[C@@H]1[C@@H](CCCC1)NC1=NC=CC(=N1)NC=1C=C(C=CC1)C